CC=1N=C(N=NC1C1=C(C=C(C=C1)C(F)(F)F)O)N1CC[C@H]2[C@@H]1CNCC2 2-(5-methyl-3-((3aS,7aR)-octahydro-1H-pyrrolo[2,3-c]pyridin-1-yl)-1,2,4-triazin-6-yl)-5-(trifluoromethyl)phenol